5-((1H-pyrazol-1-yl)methyl)-N-((5-chloro-2,4-dimethoxyphenyl)sulfonyl)-6-methoxypicolinamide N1(N=CC=C1)CC=1C=CC(=NC1OC)C(=O)NS(=O)(=O)C1=C(C=C(C(=C1)Cl)OC)OC